7-oxabicyclo[4.1.0]heptane C12CCCCC2O1